FC1(CCC(CC1)[C@H](NC(=O)C1=NON=C1C)C=1OC2=C(N1)C=C(C=C2)CN2C(N[C@@H](C2)C(F)(F)F)=O)F N-((S)-(4,4-difluorocyclohexyl)(5-(((S)-2-oxo-4-(trifluoromethyl)imidazolidin-1-yl)methyl)benzo[d]oxazol-2-yl)methyl)-4-methyl-1,2,5-oxadiazole-3-carboxamide